1,4-dioxaspiro[4.4]nonane O1CCOC12CCCC2